5-(3-(3-fluoro-4-methylphenyl)pyrrolidin-3-yl)-1,2,4-thiadiazole hydrochloride Cl.FC=1C=C(C=CC1C)C1(CNCC1)C1=NC=NS1